N-[(1,3-dicyclohexyl-2,4,6-trioxo-hexahydropyrimidin-5-yl)carbonyl]glycine C1(CCCCC1)N1C(N(C(C(C1=O)C(=O)NCC(=O)O)=O)C1CCCCC1)=O